FC(C=1C=C(C#N)C=C(C1)OCC(F)(F)F)F 3-(difluoromethyl)-5-(2,2,2-trifluoroethoxy)benzonitrile